NC=1C=2N(C3=CC(=C(C=C3N1)F)C(=O)N(C)[C@@H]1COC3=C1C=CC(=C3Cl)Cl)C=NC2 (S)-4-amino-N-(6,7-dichloro-2,3-dihydrobenzofuran-3-yl)-7-fluoro-N-methylimidazo[1,5-a]quinoxaline-8-carboxamide